C(C)OC1CCC(CC1)OC[C@H]1[C@H](CCC2=CC=C(C(N12)=O)C)NS(=O)(=O)C1CC1 |r| rac-N-[(3S,4R)-4-({[(1s,4S)-4-ethoxycyclohexyl]oxy}methyl)-7-methyl-6-oxo-1,3,4,6-tetrahydro-2H-quinolizin-3-yl]cyclopropanesulfonamide